C1(=CC=C(C=C1)NS(=O)(=O)C1CN(CC1)C#N)C1=CC=CC=C1 N-([1,1'-biphenyl]-4-yl)-1-cyanopyrrolidine-3-sulfonamide